O1C=CC=2C(=NC=CC21)C2=CC=C(C(=O)NC1CCN(CC1)C=1NC(C=CC1)=O)C=C2 4-(furo[3,2-c]pyridin-4-yl)-N-[1-(6-oxo-1,6-dihydropyridin-2-yl)piperidin-4-yl]benzamide